Dimethyl-silanediyl(3-(6-(tert-butoxy)hexyl)-4-(4-(tert-butyl)phenyl)-2-methyl-1H-inden-1-yl)(4-(4-(tert-butyl)phenyl)-2-isopropyl-1H-inden-1-yl)Hafnium dichloride [Cl-].[Cl-].C[Si](=[Hf+2](C1C(=CC2=C(C=CC=C12)C1=CC=C(C=C1)C(C)(C)C)C(C)C)C1C(=C(C2=C(C=CC=C12)C1=CC=C(C=C1)C(C)(C)C)CCCCCCOC(C)(C)C)C)C